6-(5-Chlorofurfurylamino)-9-β-D-arabinofuranosylpurin ClC1=CC=C(CNC2=C3N=CN(C3=NC=N2)[C@H]2[C@@H](O)[C@H](O)[C@H](O2)CO)O1